2-(1,3-dimethyl-1H-pyrazolo[3,4-b]pyridin-5-yl)-5-methyl-N4-(2-oxo-2,3-dihydro-1,3-benzoxazol-5-yl)-2,4-pyrimidinediamine CN1N=C(C=2C1=NC=C(C2)C2(NC=C(C(=N2)NC=2C=CC1=C(NC(O1)=O)C2)C)N)C